C(C=C)OC1=C(C=C(C=C1)/C=C/C(=O)NC([C@@H](NNC(C)C)CCSC)=O)OC (E)-3-(4-(allyloxy)-3-methoxyphenyl)-N-(isopropylaminomethionyl)acrylamide